(S)-3-((5-chloro-3-cyanopyrazolo[1,5-a]pyrimidin-7-yl)amino)piperidine-1-carboxylic acid tert-butyl ester C(C)(C)(C)OC(=O)N1C[C@H](CCC1)NC1=CC(=NC=2N1N=CC2C#N)Cl